N1(N=CC=C1)CC1=CC2=C(C(=NO2)NS(=O)(=O)C2=C(C=C(C=C2)C)OCC(F)(F)F)C2=C1CCO2 N-(4-((1H-pyrazol-1-yl)methyl)-2,3-dihydrobenzofuro[7,6-d]isoxazol-8-yl)-4-methyl-2-(2,2,2-Trifluoroethoxy)benzenesulfonamide